(S)-2-(2-(1,1-difluoropropyl)-4,5-difluorophenoxy)propionic acid FC(CC)(F)C1=C(O[C@H](C(=O)O)C)C=C(C(=C1)F)F